N-(1-(cyclopropylmethyl)-6-(N-(1-methylcyclopropyl)sulfamoyl)-2,4-dioxo-1,4-dihydroquinazolin-3(2H)-yl)-N-methylbicyclo[1.1.0]butane-1-carboxamide C1(CC1)CN1C(N(C(C2=CC(=CC=C12)S(NC1(CC1)C)(=O)=O)=O)N(C(=O)C12CC2C1)C)=O